N-(1-(azetidin-1-ylmethyl)cyclopropyl)-2-(2-chlorophenyl)-2-methylpropanamide N1(CCC1)CC1(CC1)NC(C(C)(C)C1=C(C=CC=C1)Cl)=O